(5R)-2-(6-bromo-3,4-dihydro-2H-1-benzopyran-2-carbonyl)-9,9-dimethyl-8-oxo-2-azaspiro[4.5]dec-6-ene-7-carbonitrile BrC=1C=CC2=C(CCC(O2)C(=O)N2C[C@]3(CC2)C=C(C(C(C3)(C)C)=O)C#N)C1